(S)-7-(5-chloro-2-(2-(2-methyl-4-oxo-6-(4-(trifluoromethoxy)piperidin-1-yl)-5,6,7,8-tetrahydroquinazolin-3(4H)-yl)ethoxy)phenyl)-5-methylthieno[3,2-b]pyridine-3-carboxylic acid ClC=1C=CC(=C(C1)C1=C2C(=NC(=C1)C)C(=CS2)C(=O)O)OCCN2C(=NC=1CC[C@@H](CC1C2=O)N2CCC(CC2)OC(F)(F)F)C